(±)-8-(4-methoxyphenyl)-8-azabicyclo[3.2.1]oct-2-ene COC1=CC=C(C=C1)N1C2C=CCC1CC2